6-(4-Oxopiperidin-1-yl)-pyridazine-3-carboxylic acid [4-(3-chloro-4-cyano-phenoxy)-cyclohexyl]-amide ClC=1C=C(OC2CCC(CC2)NC(=O)C=2N=NC(=CC2)N2CCC(CC2)=O)C=CC1C#N